Methyl 2-chloro-4-phenoxybenzoate ClC1=C(C(=O)OC)C=CC(=C1)OC1=CC=CC=C1